Methyl-6-(2,2,2-trifluoroacetyl)-5,6,7,8-tetrahydrooxazolo[4,5-g]isoquinolin-2(1H)-one CN1C(OC=2C1=CC=1CCN(CC1C2)C(C(F)(F)F)=O)=O